CNC1=CC=C(/C=C/C2=CC=C(OCCCCCCO)C=C2)C=C1 (E)-6-(4-(4-(methylamino)styryl)phenoxy)hexan-1-ol